2,4,6-trimethylbenzyl cyanide CC1=C(CC#N)C(=CC(=C1)C)C